OCCC(CCCCCCCCCCCN[O-])CCO.OC1=CC(=C(C=C1C)C(C1=C(C=CC=C1)O)(C1=C(C=C(C(=C1)C)O)C)C1=C(C=C(C(=C1)C)O)C)C tris(4-hydroxy-2,5-dimethylphenyl)2-hydroxyphenyl-methane bis(2-hydroxyethyl)dodecylaminoxide